2-cyano-morpholin C(#N)C1CNCCO1